(R)-4-morpholino-1-(phenylsulfanyl)butan-2-amine dihydrochloride Cl.Cl.O1CCN(CC1)CC[C@H](CSC1=CC=CC=C1)N